C(C1=CC=CC=C1)NC=1SC=C(N1)C(=O)OCC ethyl 2-(benzylamino)thiazole-4-carboxylate